(2-isopropyl-4-(2-(pyrrolidin-1-yl)-4-(trifluoromethyl)benzyl)piperazin-1-yl)(1H-1,2,4-triazol-1-yl)methanone C(C)(C)C1N(CCN(C1)CC1=C(C=C(C=C1)C(F)(F)F)N1CCCC1)C(=O)N1N=CN=C1